C(C)(C)(C)OC(N[C@@H](CC1=CNC2=CC=C(C=C12)C)CC1=CC=CC=C1)=O (R)-(1-(5-methyl-1H-indol-3-yl)-3-phenylpropan-2-yl)carbamic acid tert-butyl ester